tert-Butyl-(2S)-2-[4-bromo-2-(4-ethoxy-4,5-dihydroisoxazol-3-yl)phenoxy]-3-methylbutanoat C(C)(C)(C)OC([C@H](C(C)C)OC1=C(C=C(C=C1)Br)C1=NOCC1OCC)=O